1-(4-fluorophenylmethyl)-6-(oxetan-3-yl)-2-oxo-1,2-dihydro-1,8-naphthyridine-3-carboxylic acid FC1=CC=C(C=C1)CN1C(C(=CC2=CC(=CN=C12)C1COC1)C(=O)O)=O